C(CCCCCCCCCCCCCCCCCCC)(=O)N1[C@@H](CCC1)C(=O)O N-arachidoyl-proline